BrC1=CN=C(S1)CC(=O)OCC Ethyl 2-(5-bromothiazol-2-yl)acetate